C1(CC1)C=1C(=NON1)C(=O)N[C@@H](CC(C(F)(F)F)(C)C)C=1N=C2N(N=CC(=C2)[C@H](NC(CC2CC(C2)(F)F)=O)C2CC2)C1 4-Cyclopropyl-N-((S)-1-(7-((R)-cyclopropyl(2-(3,3-difluorocyclobutyl)acetamido)methyl)imidazo[1,2-b]pyridazin-2-yl)-4,4,4-trifluoro-3,3-dimethylbutyl)-1,2,5-oxadiazole-3-carboxamide